C(C)(=O)N1C=2C=CC=NC2CCC1 N'-acetyl-5,6,7,8-tetrahydro-1,5-naphthyridine